oxa-hexane OCCCCC